C=CC=CCCCCCC(CCCC)=O 10-Tetradecadienal